C(C)(C)(C)C=1NN2C(=CC(C=C2C)=O)C1 2-(Tert-butyl)-7-methyl-5-oxopyrazolo[1,5-a]pyridine